S=C1N(CC2=CC(=CC=C12)CN1CCN(CC1)C1=C(C=CC=C1)C)C1C(NC(CC1)=O)=O 3-(1-thioxo-5-((4-(o-tolyl)piperazin-1-yl)methyl)isoindolin-2-yl)piperidine-2,6-dione